OC[C@H](C1=CC=CC=C1)NC1=CC(=NC=C1C1=NC(=NO1)C(C)(C)O)NC=1N=CC2=C(N1)C(N(C2=O)C)(C)C (S)-2-((4-((2-hydroxy-1-phenylethyl)amino)-5-(3-(2-hydroxypropan-2-yl)-1,2,4-oxadiazol-5-yl)pyridin-2-yl)amino)-6,7,7-trimethyl-6,7-dihydro-5H-pyrrolo[3,4-d]pyrimidin-5-one